methyl 5-methoxy-2-oxo-1,2-dihydropyridine-4-carboxylate COC=1C(=CC(NC1)=O)C(=O)OC